C(CCCCCCCCCCC\C=C/CCCCCCCC)(=O)N[C@@H](CCC(=O)O)C(=O)O N-erucoyl-glutamic acid